BrC1=CC=2N(C=C1)C=C(N2)C(CC(=O)OCC)C[N+](=O)[O-] ethyl 3-(7-bromoimidazo[1,2-a]pyridin-2-yl)-4-nitrobutanoate